(6Z)-6-eicosen-11-one CCCCC\C=C/CCCC(CCCCCCCCC)=O